BrC1=C(N[C@@H]2C[C@H](CC2)NC(OC(C)(C)C)=O)C(=CC=C1)[N+](=O)[O-] tert-butyl N-[trans-3-(2-bromo-6-nitro-anilino)cyclopentyl]carbamate